tert-Butyl 3-(5-formyl-7-(thiazol-4-yl)-4-(trifluoromethoxy)benzo[d]oxazol-2-yl)-3,8-diazabicyclo[3.2.1]octane-8-carboxylate C(=O)C=1C=C(C2=C(N=C(O2)N2CC3CCC(C2)N3C(=O)OC(C)(C)C)C1OC(F)(F)F)C=1N=CSC1